OC1N(CCCC1)C(=O)[O-] oxylpiperidine-1-carboxylate